C(C=C)OC1=CC=C(C=C1)NC=1C=NC(=NC1)OCCOCCOC1=C2CN(CC2=CC=C1)C(=O)OC(C)(C)C tert-Butyl 4-(2-{2-[(5-{[4-(prop-2-en-1-yloxy)phenyl]amino}-pyrimidin-2-yl)oxy]ethoxy}ethoxy)-1,3-dihydro-2H-isoindole-2-carboxylate